1-(6-fluoroindoline-1-carbonyl)-4-[2-(N-(2-fluorophenyl)anilino)-2-oxo-ethyl]piperidine-4-carboxylic acid FC1=CC=C2CCN(C2=C1)C(=O)N1CCC(CC1)(C(=O)O)CC(=O)N(C1=CC=CC=C1)C1=C(C=CC=C1)F